ClC1=CC(=C(C=C1F)N1C=C(C=2C=CC=3C=CC=NC3C21)S(=O)(=O)N)F (4-chloro-2,5-difluorophenyl)-1H-pyrrolo[3,2-H]quinoline-3-sulfonamide